10-[(5-methoxypyridin-2-yl)methoxy]-N-(5-methoxypyridin-3-yl)-7-thia-2,5-diazatricyclo[6.4.0.02,6]dodeca-1(12),3,5,8,10-pentaene-4-carboxamide COC=1C=CC(=NC1)COC=1C=C2SC3=NC(=CN3C2=CC1)C(=O)NC=1C=NC=C(C1)OC